2-[(2E)-3,7-dimethylocta-2,6-dienyl]-5-pentylbenzene-1,3-diol C\C(=C/CC1=C(C=C(C=C1O)CCCCC)O)\CCC=C(C)C